(R,E)-1-(4-(4-((4-([1,2,4]triazolo[1,5-a]pyridin-7-ylmethyl)-3-methylphenyl)amino)pyrido[3,2-d]pyrimidin-6-yl)-2-methylpiperazin-1-yl)-4-(dimethylamino)but-2-en-1-one N=1C=NN2C1C=C(C=C2)CC2=C(C=C(C=C2)NC=2C1=C(N=CN2)C=CC(=N1)N1C[C@H](N(CC1)C(\C=C\CN(C)C)=O)C)C